1-[2-Oxo-2-(thiophen-2-yl)ethyl]-[2,2'-bipyridin]-1-ium bromide [Br-].O=C(C[N+]1=C(C=CC=C1)C1=NC=CC=C1)C=1SC=CC1